C1NCC12CC(C2)CC2=CC=C1C(=N2)NN=C1C(F)(F)F 6-(2-azaspiro[3.3]heptan-6-ylmethyl)-3-(trifluoromethyl)-1H-pyrazolo[3,4-b]pyridine